5-amino-3-[4-[[(2-methoxybenzoyl)amino]ethyl]phenyl]-1-[[(3S)-3-piperidyl]methyl]pyrazole-4-carboxamide NC1=C(C(=NN1C[C@@H]1CNCCC1)C1=CC=C(C=C1)CCNC(C1=C(C=CC=C1)OC)=O)C(=O)N